4-cyano-4-(phenylcarbonylthiothiothiothio)pentanoic acid C(#N)C(CCC(=O)O)(C)SSSSC(=O)C1=CC=CC=C1